ethyl 2-amino-4-((1-hydroxyhex-3-yl) amino)-1,5-naphthyridine-3-carboxylate NC1=NC2=CC=CN=C2C(=C1C(=O)OCC)NC(CCO)CCC